(S)-3-(4-trifluoromethylphenyl)butyraldehyde FC(C1=CC=C(C=C1)[C@H](CC=O)C)(F)F